O=C1N(C(CCC1)=O)CC[C@@H](CC(=O)O)NC(=O)C1=NN(C(=C1)C1=C(C=CC=C1)C(F)(F)F)C1=NC=CC=C1 (3S)-5-(2,6-dioxopiperidin-1-yl)-3-{[1-(pyridin-2-yl)-5-[2-(trifluoromethyl)phenyl]-1H-pyrazol-3-yl]formamido}pentanoic acid